(S)-quinuclidin-3-yl (6-(4-fluorophenyl)-2,2-dimethyl-2,3-dihydro-1H-inden-1-yl)carbamate FC1=CC=C(C=C1)C1=CC=C2CC(C(C2=C1)NC(O[C@@H]1CN2CCC1CC2)=O)(C)C